6-(3,5-difluoroanilino)-3-methoxy-N-(3-methyloxetan-3-yl)pyridine-2-carboxamide FC=1C=C(NC2=CC=C(C(=N2)C(=O)NC2(COC2)C)OC)C=C(C1)F